F[P-](F)(F)(F)(F)F.OCCN1CN(C=C1)CCCCCCCC 1-(2'-hydroxyethyl)-3-octylimidazole hexafluorophosphate